FC1=CC=C(C=C1)C=CC1=C(C(=O)[O-])C(=CC(=C1)O)O 2-(4-fluorophenylvinyl)-4,6-dihydroxybenzoate